COC(=O)C1=CC=C2C(=N1)N(C(=N2)CN2CCC(CC2)C=2C=CC=C1C=CC(OC21)([2H])C2=C(C=C(C=C2)Cl)F)C[C@H]2OCC2 2-((4-(2-(4-chloro-2-fluorophenyl)-2H-chromen-8-yl-2-d)piperidin-1-yl)methyl)-3-(((S)-oxetan-2-yl)methyl)-3H-imidazo[4,5-b]pyridine-5-carboxylic acid methyl ester